1-(2-Chloro-5-(4-((2-(piperazin-1-yl)ethoxy)methyl)piperidine-1-carbonyl)phenyl)dihydropyrimidine-2,4(1H,3H)-dione ClC1=C(C=C(C=C1)C(=O)N1CCC(CC1)COCCN1CCNCC1)N1C(NC(CC1)=O)=O